OC1(CCN(CC12CCCC2)C(=O)OC(C)(C)C)CN2C(C1=C(N=CN=C1)C=C2)=O tert-Butyl 10-hydroxy-10-((5-oxopyrido[4,3-d]pyrimidin-6(5H)-yl)methyl)-7-azaspiro[4.5]decane-7-carboxylate